O=P1CCCCC1 1-oxophosphacyclohexane